N-[3-chloro-2-(3-fluoropyridine-2-carbonyl)phenyl]Acetamide ClC=1C(=C(C=CC1)NC(C)=O)C(=O)C1=NC=CC=C1F